NC(=NC(=N)N=C(N)N)N 1,3-bis(diaminomethylene)guanidine